FC1=C(C(=CC=C1)F)C=CC(=O)N 3-(2,6-difluorophenyl)acrylamide